N-[(6-Amino-2-pyridyl)sulfonyl]-6-[2-(1-piperidyl)pyrimidin-5-yl]-2-(2,4,6-trimethylphenoxy)pyridin-3-carboxamid NC1=CC=CC(=N1)S(=O)(=O)NC(=O)C=1C(=NC(=CC1)C=1C=NC(=NC1)N1CCCCC1)OC1=C(C=C(C=C1C)C)C